BrC=1C=C(C(=C(C1)NC(CC)=O)C=O)F N-(5-bromo-3-fluoro-2-formylphenyl)propanamide